FC1(CCC(CC1)C1C(C2=CC=CC=C2C1)(C(=O)N)N(C(CC1=CC=NC=C1)=O)C1=CC(=CC=C1)F)F (4,4-difluorocyclohexyl)-1-(N-(3-fluorophenyl)-2-(pyridin-4-yl)acetamido)-2,3-dihydro-1H-indene-1-carboxamide